C1(CC1)C1=NC=NC(=C1C=1N=C(C2=C(N1)NC(=C2)C)OCC2=CC=C(C=C2)C=2N(C=C(N2)C(F)(F)F)C)OC 2-(4-cyclopropyl-6-methoxy-pyrimidin-5-yl)-6-methyl-4-[[4-[1-methyl-4-(trifluoromethyl)imidazol-2-yl]phenyl]methoxy]-7H-pyrrolo[2,3-d]pyrimidine